FC1=C(C=C(C=C1)F)[C@@H]1N(CCC1)C1=CC=C(C(=N1)NC(=O)NCC1=C(C=CC=C1)F)[N+](=O)[O-] (R)-6-(2-(2,5-Difluorophenyl)pyrrolidin-1-yl)-3-nitro-2-(3-(2-fluorobenzyl)ureido)pyridine